2,4-Dioxo-1,3-diazetidin O=C1NC(N1)=O